C(#N)C1=C(C=CC=C1)S(=O)(=O)O cyanophenyl-sulfonic acid